(4'-fluoro-[1,1'-biphenyl]-4-yl)acetamide FC1=CC=C(C=C1)C1=CC=C(C=C1)CC(=O)N